1-(6-cyclopropylimidazo[1,2-a]pyridin-2-yl)prop-2-en-1-ol C1(CC1)C=1C=CC=2N(C1)C=C(N2)C(C=C)O